FC1=C(C=C(C=C1)F)C(CC#CC#CC=1C2=C(N=C(N1)C1CNCC1)NC=C2)C=2C(N(C=CC2)C)=O 3-(1-(2,5-Difluorophenyl)-6-(2-(pyrrolidin-3-yl)-7H-pyrrolo[2,3-d]pyrimidin-4-yl)hex-3,5-diyn-1-yl)-1-methylpyridin-2(1H)-one